N-(4-((4-amino-2-butyl-1H-imidazo[4,5-c]quinolin-1-yl)methyl)benzyl)-6-(2,5-dioxo-2,5-dihydro-1H-pyrrol-1-yl)hexanamide NC1=NC=2C=CC=CC2C2=C1N=C(N2CC2=CC=C(CNC(CCCCCN1C(C=CC1=O)=O)=O)C=C2)CCCC